BrC=1C=C2C(=NC1)N(N=C2C(=O)C=2C(=C(C=CC2F)NS(=O)(=O)NC([O-])=O)F)C2OCCCC2 [[3-[5-bromo-1-(oxan-2-yl)pyrazolo[3,4-b]pyridine-3-carbonyl]-2,4-difluorophenyl]sulfamoyl]carbamate